CC1=NC=CC(=C1)N1C(NCC1)=O 1-(2-methylpyridin-4-yl)imidazolidin-2-one